NC1=NNC(=C1)C1CC1 3-Amino-5-cyclopropylpyrazole